SC1SC(=NS1)S 2,5-dimercapto-1,3,4-dithiazole